C(C)(C)(C)C1=NC=2C(CN(C(C2C=C1)C)C(=O)OCC1=CC2=C(OCC(O2)C)C=C1)O (3-Methyl-2,3-dihydro-1,4-benzodioxin-6-yl)methanol tert-butyl-8-hydroxy-5-methyl-7,8-dihydro-1,6-naphthyridine-6(5H)-carboxylate